[Te](=O)([O-])[O-].[Mg+2] magnesium tellurite